4-amino-5-cyclohexyl-3-hydroxypentanoic acid NC(C(CC(=O)O)O)CC1CCCCC1